FC(C1=C(C=C2C=CC=NC2=C1)NC1=NC=C2N(C(N(C2=N1)C1(CCOCC1)C#N)=O)C)F 4-(2-((7-(difluoromethyl)quinolin-6-yl)amino)-7-methyl-8-oxo-7,8-dihydro-9H-purine-9-yl)tetrahydro-2H-pyran-4-carbonitrile